2,2,3,3-tetramethyl-N-[5-(methylamino)-2-pyridinyl]cyclopropanecarboxamide CC1(C(C1(C)C)C(=O)NC1=NC=C(C=C1)NC)C